1,2,5,8-tetrahydroxyanthrone OC1=C(C=CC=2CC3=C(C=CC(=C3C(C12)=O)O)O)O